N-(2-(dimethylamino)ethyl)-4-(3,8,10,11-tetrahydropyrano[3,4-c]pyrazolo[4,3-f]quinolin-7-yl)benzamide CN(CCNC(C1=CC=C(C=C1)C1=NC2=CC=C3C(=C2C2=C1COCC2)C=NN3)=O)C